N-(4-methoxycarbonylphenyl)-4-(5-(1-(naphthalen-1-yl)methyl)-1,2,4-oxadiazol-3-yl)aniline COC(=O)C1=CC=C(C=C1)NC1=CC=C(C=C1)C1=NOC(=N1)CC1=CC=CC2=CC=CC=C12